Tert-butyl 4-[(4-methyl-3-{[(1-methyl-1H-imidazol-5-yl)carbonyl]amino}-benzoyl)amino]piperidine-1-carboxylate CC1=C(C=C(C(=O)NC2CCN(CC2)C(=O)OC(C)(C)C)C=C1)NC(=O)C1=CN=CN1C